1-(4-(4-((3-(3,6-difluoropyridin-2-yl)-1-((1r,4r)-4-ethoxycyclohexyl)-1H-pyrazol-4-yl)carbamoyl)thiazol-2-yl)-1H-pyrazol-1-yl)ethyl dihydrogen phosphate meglumine salt N(C)C[C@H](O)[C@@H](O)[C@H](O)[C@H](O)CO.P(=O)(OC(C)N1N=CC(=C1)C=1SC=C(N1)C(NC=1C(=NN(C1)C1CCC(CC1)OCC)C1=NC(=CC=C1F)F)=O)(O)O